2-bromo-5-(ethylthio)pyrazine BrC1=NC=C(N=C1)SCC